FC=1C=CC=2N(C1)C=CN2 6-fluoro-imidazo[1,2-a]Pyridine